4-(pyridin-3-yl)-1H-pyrazole-3-carbaldehyde N1=CC(=CC=C1)C=1C(=NNC1)C=O